C1=CC=CC=2OC3=C(C(=CC21)CN(CC#C)C)C=CC=C3 Dibenzo(b,f)oxepin-10-ylmethyl-methylprop-2-ynylamine